1-naphthalenemethanamine C1(=CC=CC2=CC=CC=C12)CN